N[C@H](COCCNC(C1=C(C=C(C=C1)NC=1C=2N(C=CN1)C(=CN2)C=2C(=NN(C2)CC=C)C(F)(F)F)CC)=O)C N-[2-[(2S)-2-aminopropoxy]ethyl]-2-ethyl-4-[[3-[1-prop-2-enyl-3-(trifluoromethyl)pyrazol-4-yl]imidazo[1,2-a]pyrazin-8-yl]amino]benzamide